bromo-6-ethoxy-1-(tetrahydro-2H-pyran-2-yl)-1H-pyrazolo[3',4':3,4]pyrazolo[1,5-a]pyridine BrC1=NN(C2=NN3C(C=CC(=C3)OCC)=C21)C2OCCCC2